(3-methyl-5-propylimidazol-4-yl)methanol CN1C=NC(=C1CO)CCC